3-(1-oxo-5-(3-phenyl-1-(2,2,2-trifluoroethyl)-1H-pyrazol-4-yl)isoindolin-2-yl)piperidine-2,6-dione O=C1N(CC2=CC(=CC=C12)C=1C(=NN(C1)CC(F)(F)F)C1=CC=CC=C1)C1C(NC(CC1)=O)=O